O=C1NC(CCC1N1C(C2=CC=C(C=C2C1=O)OCCOC(C(=O)O)O)=O)=O 2-(2-((2-(2,6-Dioxopiperidin-3-yl)-1,3-dioxoisoindolin-5-yl)oxy)ethoxy)glycolic acid